[PH4+].[PH4+].[PH4+] phosphonium (phosphonium) phosphonium